5-(tert-butyl) 3-ethyl 1-(3-cyano-4-fluorobenzyl)-7-methyl-1,4,6,7-tetrahydro-5H-pyrazolo[4,3-c]pyridine-3,5-dicarboxylate C(#N)C=1C=C(CN2N=C(C=3CN(CC(C32)C)C(=O)OC(C)(C)C)C(=O)OCC)C=CC1F